ClC1=NC=CC(=C1NC(OC(C)(C)C)=O)C1=C(C=CC(=C1)F)F tert-butyl N-[2-chloro-4-(2,5-difluorophenyl)-3-pyridyl]carbamate